C(C)(C)(C)N1C(OC(C2=C1C=C(C=C2)C(=O)O)=O)=O.FC2=CC=C(C=C2)C=2SC(=CC2)CC2=C(C=CC(=C2)Br)C 2-(4-fluorophenyl)-5-[(5-bromo-2-methylphenyl)methyl]thiophene tert-butyl-dioxo-1,4-dihydro-2H-benzo[d][1,3]oxazine-7-carboxylate